C(C)(C)(C)OC(CC[C@@H](C(=O)N)N1C(C2=CC=CC(=C2C1=O)NCC1=C(C=C(C=C1)CCl)F)=O)=O (S)-5-amino-4-(4-((4-(chloromethyl)-2-fluorobenzyl)amino)-1,3-dioxoisoindolin-2-yl)-5-oxopentanoic acid tert-butyl ester